1-(4-methylbenzene-1-sulfonyl)-N-[(1,3-thiazol-2-yl)methyl]-1H-pyrazole-3-carboxamide CC1=CC=C(C=C1)S(=O)(=O)N1N=C(C=C1)C(=O)NCC=1SC=CN1